4-bromo-N-(2-(4,4-difluoropiperidin-1-yl)-6-methylpyridin-4-yl)-5-fluoro-2-(6-azaspiro[2.5]oct-6-yl)benzamide BrC1=CC(=C(C(=O)NC2=CC(=NC(=C2)C)N2CCC(CC2)(F)F)C=C1F)N1CCC2(CC2)CC1